ethyl 4-fluoro-1-[1-(4-methoxyphenyl) ethyl]-1H-imidazole-5-carboxylate FC=1N=CN(C1C(=O)OCC)C(C)C1=CC=C(C=C1)OC